N-[7-[7,7-difluoro-2-[(2S,3R)-3-hydroxy-2-methyl-azetidin-1-yl]-5,6-dihydrocyclopenta[d]pyrimidin-4-yl]chroman-4-yl]methanesulfonamide FC1(CCC2=C1N=C(N=C2C2=CC=C1C(CCOC1=C2)NS(=O)(=O)C)N2[C@H]([C@@H](C2)O)C)F